2-fluoro-7-azabicyclo[2.2.1]heptane FC1C2CCC(C1)N2